C(#N)C1=CC=C2C(=C(N(C2=C1)CC1=CC=C(C=C1)OC1=CC=CC=C1)C(=O)NC1CCC(CC1)NC(OC(C)(C)C)=O)[N+](=O)[O-] tert-Butyl ((1r,4r)-4-(6-cyano-3-nitro-1-(4-phenoxybenzyl)-1H-indole-2-carboxamido)-cyclohexyl)carbamate